NC1=NC=CC(=N1)C1=C(N=C(S1)C(C)(C)C)C=1C(=C(C=CC1)NS(=O)(=O)C1=C(C=CC=C1F)F)F N-{3-[5-(2-aminopyrimidin-4-yl)-2-tert-butylthiazol-4-yl]-2-fluorophenyl}-2,6-difluorobenzenesulfonamide